FC1=C(C=CC(=C1)F)C1=NN=C(S1)C(=O)N1CC2=C(C(C1)C=1C=NN(C1C)C)C=CS2 [5-(2,4-difluorophenyl)-1,3,4-thiadiazol-2-yl]-[4-(1,5-dimethylpyrazol-4-yl)-5,7-dihydro-4H-thieno[2,3-c]pyridin-6-yl]methanone